ClC1(CC1)[C@@](CN1N=CN=C1)(CC[C@@H]1C(C1)(Cl)Cl)O (2S)-2-(1-chloro-cyclopropyl)-4-[(1S)-2,2-dichlorocyclopropyl]-1-(1H-1,2,4-triazol-1-yl)-butan-2-ol